dicyclohexyl-(4-tert-butylphenyl)chloromethylphosphine C1(CCCCC1)C(Cl)(PC1=CC=C(C=C1)C(C)(C)C)C1CCCCC1